(S)-2-(1-acryloylpyrrolidin-2-yl)-1-amino-4-(4-((4-methylpyridin-2-yl)carbamoyl)phenyl)-1H-imidazole-5-carboxamide C(C=C)(=O)N1[C@@H](CCC1)C=1N(C(=C(N1)C1=CC=C(C=C1)C(NC1=NC=CC(=C1)C)=O)C(=O)N)N